(6-chloro-7-methoxy-2-methyl-3-(4-(4-(trifluoromethoxy)phenoxy) phenyl)quinolin-4-yloxy)methyl tetradecanoate C(CCCCCCCCCCCCC)(=O)OCOC1=C(C(=NC2=CC(=C(C=C12)Cl)OC)C)C1=CC=C(C=C1)OC1=CC=C(C=C1)OC(F)(F)F